Benzoyl-Morpholine C(C1=CC=CC=C1)(=O)N1CCOCC1